NC=1C=C2C=C(C(OC2=CC1)=O)C(=O)O 6-amino-2-oxochromene-3-carboxylic acid